(+/-)-3-(hydroxymethyl)-N7-methyl-3-phenyl-N5-(1H-pyrazol-4-yl)-2,3-dihydrobenzofuran-5,7-dicarboxamide OC[C@@]1(COC2=C1C=C(C=C2C(=O)NC)C(=O)NC=2C=NNC2)C2=CC=CC=C2 |r|